COC=1C=C(C=C(C1)OC)NC1=CC=C2N=CC(=NC2=C1)C=1C=NN(C1)C1CCN(CC1)C(=O)C1(CN(C1)C(C=C)=O)O 1-(3-(4-(4-(7-((3,5-dimethoxyphenyl)amino)quinoxalin-2-yl)-1H-pyrazol-1-yl)piperidine-1-carbonyl)-3-hydroxyazetidin-1-yl)prop-2-en-1-one